COC(=O)C=1N(C=C(C1)F)C1=C(C(=C(C=C1)Br)F)[N+](=O)[O-] 1-(4-bromo-3-fluoro-2-nitrophenyl)-4-fluoro-1H-pyrrole-2-carboxylic acid methyl ester